OC=1C=CC2=C(C1)OC(C=1C2N2N(CC1)C(NC2=O)=O)(C)C 10-hydroxy-7,7-dimethyl-1,3-dioxo-5,12b-dihydro-1H,7H-chromeno[4,3-c][1,2,4]triazolo[1,2-a]pyridazine